(S)-7-Amino-3-(1-(but-2-ynoyl)piperidin-3-yl)-1-(4-(2-fluorophenoxy)phenyl)-1,5-dihydro-4H-pyrrolo[2,3-d]pyridazin-4-on NC1=NNC(C2=C1N(C=C2[C@H]2CN(CCC2)C(C#CC)=O)C2=CC=C(C=C2)OC2=C(C=CC=C2)F)=O